2-oxo-1-phenyl-1,2,4,5,6,7-hexahydropyrazolo[1,5-a]pyridine-3-carboxylic acid O=C1N(N2C(CCCC2)=C1C(=O)O)C1=CC=CC=C1